ClC1=CC(=C(C2=C1NC(=N2)C(F)(F)F)N2C(N(C(=CC2=O)C(F)(F)F)C)=O)F 3-[7-Chloro-5-fluoro-2-(trifluoromethyl)-1H-benzimidazol-4-yl]-1-methyl-6-(trifluoromethyl)pyrimidin-2,4(1H,3H)-dion